3-(((3S,4S)-1-acetyl-4-((tert-butyldimethylsilyl)oxy)pyrrolidin-3-yl)amino)-5-bromobenzonitrile C(C)(=O)N1C[C@@H]([C@H](C1)O[Si](C)(C)C(C)(C)C)NC=1C=C(C#N)C=C(C1)Br